C1=CN(C(=O)N=C1N)[C@H]2[C@@H]([C@@H]([C@H](O2)COP(=O)(O)O[C@@H]3[C@H](O[C@H]([C@@H]3O)N4C=NC5=C(N=CN=C54)N)COP(=O)(O)O[C@@H]6[C@H](O[C@H]([C@@H]6O)N7C=NC8=C7N=C(NC8=O)N)COP(=O)(O)O[C@@H]9[C@H](O[C@H]([C@@H]9O)N1C=NC2=C(N=CN=C21)N)COP(=O)(O)O[C@@H]1[C@H](O[C@H]([C@@H]1O)N1C=NC2=C(N=CN=C21)N)COP(=O)(O)O[C@@H]1[C@H](O[C@H]([C@@H]1O)N1C=NC2=C1N=C(NC2=O)N)COP(=O)(O)O[C@@H]1[C@H](O[C@H]([C@@H]1O)N1C=NC2=C1N=C(NC2=O)N)COP(=O)(O)O[C@@H]1[C@H](O[C@H]([C@@H]1O)N1C=NC2=C1N=C(NC2=O)N)COP(=O)(O)O[C@@H]1[C@H](O[C@H]([C@@H]1O)N1C=CC(=O)NC1=O)CO)OP(=O)(O)OC[C@@H]1[C@H]([C@H]([C@@H](O1)N1C=NC2=C(N=CN=C21)N)O)O)O The molecule is a synthetic RNA fragment comprised of one uridine, one cytidine, four adenosine and four guanosine residues connected by 3'->5' phosphodiester linkages in the sequence U-G-G-G-A-A-G-A-C-A.